OC1=C(C=CC=C1C)C1=NC(=NC(=N1)C1=C(C(=CC=C1)C)O)C1=C(C(=CC=C1)C)O 2,4,6-tris(2-hydroxy-3-methylphenyl)-1,3,5-triazine